N,N,N-trimethyl-N-(2-hydroxypropyl)ammonium formate C(=O)[O-].C[N+](CC(C)O)(C)C